Benzyl 2-amino-3-(benzo[d]thiazol-2-yl)-4,7-dihydrothieno[2,3-c]pyridine-6(5H)-carboxylate NC1=C(C2=C(CN(CC2)C(=O)OCC2=CC=CC=C2)S1)C=1SC2=C(N1)C=CC=C2